COC1(CC(C1)OS(=O)(=O)C(F)(F)F)C(=O)OC methyl (1r,3r)-1-methoxy-3-(((trifluoromethyl)sulfonyl)oxy)cyclobutane-1-carboxylate